NC=CCCCCCCCCCCCCCCN 1,16-diaminohexadecene